FC(C=1C=C(C=C(C1)C(F)(F)F)NC(=O)C1=NN2C(N=CC=C2C2=CC(=C(C=C2)OC)OC)=C1)(F)F N-(3,5-bis(trifluoromethyl)phenyl)-7-(3,4-dimethoxyphenyl)pyrazolo[1,5-a]pyrimidine-2-carboxamide